(S)-N-(2,4-dimethoxybenzyl)-4-(3-(dimethylamino)-3-(3-(trifluoromethyl)phenethyl)piperidin-1-yl)-2-methyl-N-(pyrimidin-4-yl)benzenesulfonamide COC1=C(CN(S(=O)(=O)C2=C(C=C(C=C2)N2C[C@@](CCC2)(CCC2=CC(=CC=C2)C(F)(F)F)N(C)C)C)C2=NC=NC=C2)C=CC(=C1)OC